(R,S)-1-((2-fluorophenoxy)carbonyloxy)ethyl 2-(6-methoxynaphthalen-2-yl)propanoate COC=1C=C2C=CC(=CC2=CC1)[C@@H](C(=O)O[C@@H](C)OC(=O)OC1=C(C=CC=C1)F)C